ClC1=CC=C(OC=2C=CC(=C(C2)NC(=O)[C@H]2N(C(NC2)=O)C)OC)C=C1 (S)-N-(5-(4-Chlorophenoxy)-2-methoxyphenyl)-3-methyl-2-oxoimidazolidine-4-carboxamide